CC(C(=O)NCC=1C=CC(=C(C(=O)NC2=C3C=NN(C3=CC=C2)C=2N=NC(=CC2)C)C1)C(F)(F)F)(C)C 5-{[(2,2-Dimethylpropanoyl)amino]methyl}-N-[1-(6-methylpyridazin-3-yl)-1H-indazol-4-yl]-2-(trifluoromethyl)benzamide